ethyl 3,5-dimethyl-4-acetoxybenzoate CC=1C=C(C(=O)OCC)C=C(C1OC(C)=O)C